FC(C1=CC2=C(SC(=C2)C(=O)OC2=CC=C(C=C2)[N+](=O)[O-])C=C1)(P(=O)(OC1=CC=CC=C1)OCCSC(CC(C)C)=O)F 4-nitrophenyl 5-(difluoro((2-((3-methylbutanoyl) thio)ethoxy)(phenoxy) phosphoryl) methyl)benzo[b]thiophene-2-carboxylate